4-benzamido-5-methyl-2-oxopyrimidine C(C1=CC=CC=C1)(=O)NC1=NC(NC=C1C)=O